diphenylaminoterphenyl C1(=CC=CC=C1)N(C1=CC=CC=C1)C1=C(C=CC=C1)C=1C(=CC=CC1)C1=CC=CC=C1